N'-acetyl-4-amino-7-chloro-N',1-dimethyl-N-((5-(trifluoromethyl)benzo[d]thiazol-2-yl)methyl)-1H-pyrazolo[4,3-c]quinoline-8-carbohydrazide C(C)(=O)N(N(C(=O)C1=CC=2C3=C(C(=NC2C=C1Cl)N)C=NN3C)CC=3SC1=C(N3)C=C(C=C1)C(F)(F)F)C